COC(CC1CC2CCC(C1)N2C2=NC(=NC(=C2)C(F)(F)F)Cl)=O 2-(8-(2-chloro-6-(trifluoromethyl)pyrimidin-4-yl)-8-azabicyclo[3.2.1]oct-3-yl)acetic acid methyl ester